C(C)OC(C[C@H](C1CCCC1)N1N=CC(=C1)Br)=O (R)-3-(4-Bromo-1H-pyrazol-1-yl)-3-cyclopentylpropanoic acid ethyl ester